SC[C@H](CC=1N=CSC1)NC(OCC1C2=CC=CC=C2C=2C=CC=CC12)=O (9H-fluoren-9-yl)methyl (S)-(1-mercapto-3-(thiazol-4-yl)propan-2-yl)carbamate